C(C)N1CCN2C1=C(C=CC2=O)[N+](=O)[O-] 1-ethyl-8-nitro-2,3-dihydro-imidazo[1,2-a]pyridin-5(1H)-one